tert-butyl (S)-4-(4-amino-6-bromo-3-cyano-2-fluorophenyl)-3-(hydroxymethyl)piperazine-1-carboxylate NC1=C(C(=C(C(=C1)Br)N1[C@@H](CN(CC1)C(=O)OC(C)(C)C)CO)F)C#N